C(C1=CC=C(C(=O)O)C=C1)(=O)O.C(C)(C)(C)C1=C(C(=C(CC2=CC(SS2)CC2=C(C(=C(C=C2C)C(C)(C)C)O)C)C(=C1)C)C)O bis-(4-tert-butyl-3-hydroxy-2,6-dimethylbenzyl)dithiol terephthalate